3-formyl-4-methylbenzo[b]thiophene-2-carboxylic acid ethyl ester C(C)OC(=O)C1=C(C2=C(S1)C=CC=C2C)C=O